ClC1=NC(=CC(=C1)SC1=CC=CC=C1)Cl 2,6-dichloro-4-(phenylsulfanyl)pyridine